2-(5-(3,5-dichlorophenyl)-2-(ethylsulfanyl)pyrazolo[1,5-a]pyrimidin-3-yl)-3-methyl-6-(trifluoromethyl)-3H-imidazo[4,5-c]pyridine ClC=1C=C(C=C(C1)Cl)C1=NC=2N(C=C1)N=C(C2C2=NC1=C(C=NC(=C1)C(F)(F)F)N2C)SCC